FC=1C=C(C=C(C1OCC1(CCC1)O)F)C=1C=C(C=2N=CN=C(C2N1)N[C@@H]1CNCCC1)C(=O)N 6-{3,5-difluoro-4-[(1-hydroxycyclobutyl)methoxy]phenyl}-4-{[(3S)-piperidin-3-yl]amino}pyrido[3,2-d]pyrimidine-8-carboxamide